8-chloro-6-(chlorosulfonyl)imidazo[1,5-a]pyrazine-3-carboxylic acid methyl ester COC(=O)C1=NC=C2N1C=C(N=C2Cl)S(=O)(=O)Cl